COC(=O)C1=CC(=C(C=C1)N1CCN(CC1)C(=O)OC(C)(C)C)C tert-Butyl 4-(4-methoxycarbonyl-2-methyl-phenyl)piperazine-1-carboxylate